1,2-dibutylpyrrolidinium acetate C(C)(=O)[O-].C(CCC)[NH+]1C(CCC1)CCCC